(5-{[2-(4-chlorophenyl)imidazo[1,2-a]pyrimidin-3-yl]methyl}-2,5-diazabicyclo[2.2.2]oct-2-yl)(2-fluorophenyl)methanone ClC1=CC=C(C=C1)C=1N=C2N(C=CC=N2)C1CN1C2CN(C(C1)CC2)C(=O)C2=C(C=CC=C2)F